C(C)(C)(C)OC(=O)N[C@@H](C[C@H]1CC(N(C1=O)C(=O)OCCCC)(C)C)C(=O)N(C)OC |o1:10| butyl (S*)-4-((S)-2-((tert-butoxycarbonyl)amino)-3-(methoxy(methyl)amino)-3-oxopropyl)-2,2-dimethyl-5-oxopyrrolidine-1-carboxylate